NC=1C2=C(N(C(C1C(=O)N)=O)C1=CC=C(C=C1)N)C=C(C=N2)C(F)(F)F 4-Amino-7-(trifluoromethyl)-1-(4-aminophenyl)-2-oxo-pyrido[3,2-b]pyridine-3-carboxamide